2-[(6-bromo-2-pyridinyl)oxymethyl]-5-chloro-3-fluoro-pyridine BrC1=CC=CC(=N1)OCC1=NC=C(C=C1F)Cl